N-(2,6-dichloro-2'-(trifluoromethoxy)-[1,1'-biphenyl]-4-yl)-2-(4-(methylsulfonyl)phenyl)acetamide ClC1=C(C(=CC(=C1)NC(CC1=CC=C(C=C1)S(=O)(=O)C)=O)Cl)C1=C(C=CC=C1)OC(F)(F)F